2,3,4,5-Tetrahydro-2,4-dimethyl-3,5-dioxo-1,2,4-triazine-6-carboxylic acid CN1N=C(C(N(C1=O)C)=O)C(=O)O